1-Decanoyl-2-arachidonoyl-sn-glycero-3-phosphocholine C(CCCCCCCCC)(=O)OC[C@@H](OC(CCC\C=C/C\C=C/C\C=C/C\C=C/CCCCC)=O)COP(=O)([O-])OCC[N+](C)(C)C